[C-]#N.C(CCCCCCCCCC)[NH+]1CCC(CC1)CC 1-undecyl-4-ethylpiperidinium cyanide